FC1=C(C(=CC(=C1F)F)F)[B-](C1=C(C(=C(C=C1F)F)F)F)(C1=C(C(=C(C=C1F)F)F)F)C1=C(C(=C(C=C1F)F)F)F.C[NH+](C1=C(C=C(C=C1C)C)C)C N,N-dimethyl-(2,4,6-trimethylanilinium) tetra(2,3,4,6-tetrafluorophenyl)borate